(4-fluorophenoxymethyl) ethylene oxide FC1=CC=C(OCC2CO2)C=C1